(S)-N-(2,6-Dioxopiperidin-3-yl)-2-fluoro-4-(4-(piperidin-4-yl)piperazin-1-yl)benzamide O=C1NC(CC[C@@H]1NC(C1=C(C=C(C=C1)N1CCN(CC1)C1CCNCC1)F)=O)=O